FC(OC=1C=C2NC(C=3N(C2=C(C1C1=C2C=CNC2=CC=C1)F)C(=NN3)C)(C)C)F 7-(Difluoro-methoxy)-9-fluoro-8-(1H-indol-4-yl)-1,4,4-trimethyl-5H-[1,2,4]triazolo[4,3-a]quinoxaline